NC=1C=CC(=C(C1)S(=O)(=O)N=CN(C)C)C=1C=NN2C1N=CC=C2 5-Amino-N-[(dimethylamino)methylene]-2-(pyrazolo[1,5-a]pyrimidin-3-yl)benzenesulfonamide